CC1(OB(OC1(C)C)C1=CC(=CC=C1)C1=NC=NC(=C1)C1=CC=2C(C3=CC=CC=C3C2C=C1)(C)C)C 4,4,5,5-tetramethyl-2-{3-[6-(9,9-dimethyl-9H-fluoren-2-yl)pyrimidin-4-yl]phenyl}-1,3,2-dioxaborolan